C(#N)C1=CC(=C(C(=C1)F)N1CCN(CC1)CC1=CC(=NC=N1)NC(=O)NCC)F 1-(6-((4-(4-cyano-2,6-difluorophenyl)piperazin-1-yl)methyl)pyrimidin-4-yl)-3-ethylurea